FC(N1N=C(C=C1)C1=NC(=NC=C1C(F)(F)F)N[C@@H]1CC[C@H](CC1)N(C(COC)=O)C1=NC=C(N=C1)C=1C=NC(=NC1)OC)F N-(trans-4-((4-(1-(difluoro-methyl)-1H-pyrazol-3-yl)-5-(trifluoromethyl)pyrimidin-2-yl)amino)cyclohexyl)-2-methoxy-N-(5-(2-methoxypyrimidin-5-yl)pyrazin-2-yl)acetamide